COC1=CC=C(CN(C(=O)OCCOCCOC=2C=CC=C(C2)N(C)C)CC2=CC=C(C=C2)OC)C=C1 5-[bis(4-methoxybenzyl)aminocarbonyloxyethoxyethoxy]dimethylaminobenzene